2,5-dimethoxy-N-(quinolin-3-yl)benzenesulfonamide tert-butyl-4-[1'-(2,6-dioxo-3-piperidyl)-2'-oxo-spiro[cyclopropane-1,3'-indoline]-5'-yl]piperidine-1-carboxylate C(C)(C)(C)OC(=O)N1CCC(CC1)C=1C=C2C3(C(N(C2=CC1)C1C(NC(CC1)=O)=O)=O)CC3.COC3=C(C=C(C=C3)OC)S(=O)(=O)NC=3C=NC1=CC=CC=C1C3